FC(C1=C(C=CC(=C1)[N+](=O)[O-])P(C)(C)=O)F (2-(difluoromethyl)-4-nitrophenyl)dimethylphosphine oxide